C(C1=CC=CC=C1)OCC(C(=O)[O-])Cl 3-benzyloxy-2-chloropropionate